(S)-2-chloro-1-(3-hydroxyphenyl)ethanol ClC[C@@H](O)C1=CC(=CC=C1)O